N1N=CC=C1C=1C=CC2=CC=CC=C2C1 3-(1H-pyrazol-5-yl)naphthalen